BrC=1C(=NC=CC1)C(=O)N(C)OC 3-bromo-N-methoxy-N-methylpyridineamide